FC1=CC=C(C=C1)C1(CC=NO1)C1=CC=CC=C1 5-(4-fluorophenyl)-5-phenyl-2-isoxazoline